8-chloro-4,5-dihydrobenzo[b]thieno[3,4-d]oxepine-9-carbaldehyde ClC=1C(=CC2=C(OCCC=3C2=CSC3)C1)C=O